C1CS(=O)(=O)OC(COS1(=O)=O)C propylene ethanedisulfonate